1,1'-(ethane-1,2-diyl)bis(2-(2,4-difluoro-6-(hydrazinocarbonyl)phenyl)-4-methoxy-1H-benzo[d]imidazole-5-carboxamide) hydrochloride Cl.C(CN1C(=NC2=C1C=CC(=C2OC)C(=O)N)C2=C(C=C(C=C2C(=O)NN)F)F)N2C(=NC1=C2C=CC(=C1OC)C(=O)N)C1=C(C=C(C=C1C(=O)NN)F)F